6-(Cyclopropanecarboxamido)-4-((1-ethyl-7-methoxy-1H-indol-6-yl)amino)-N-(methyl-d3)nicotinamide C1(CC1)C(=O)NC1=NC=C(C(=O)NC([2H])([2H])[2H])C(=C1)NC1=CC=C2C=CN(C2=C1OC)CC